pentadecaethoxybisphenol a diacrylate C(C=C)(=O)O.C(C=C)(=O)O.C(C)OC1=C(C(=C(C(=C1C(C1=C(C(=C(OOCC)C(=C1OCC)OCC)OCC)OCC)(C(OCC)(OCC)OCC)C(OCC)(OCC)OCC)OCC)OCC)O)OCC